BrC1=CC(=C(C=C1)NS(=O)(=O)C1=CC=C(C=C1)C)C=C N-(4-bromo-2-vinylphenyl)-4-methylbenzenesulfonamide